NC=1C=C2C(CNC(C2=CC1)=O)C 6-amino-4-methyl-3,4-dihydro-2H-isoquinolin-1-one